ClC=1N=CC(=NC1)CN1CCN(CC1)C1=CC=C(C(=N1)C(C)C)C=1C=C(C(N(C1)C)=O)C 5-[6-[4-[(5-chloropyrazin-2-yl)methyl]piperazin-1-yl]-2-isopropyl-3-pyridyl]-1,3-dimethyl-pyridin-2-one